ClC=1C=CC2=C(C(C[C@@H](O2)C(=O)NC23CC(C2)(C3)C(NCC3=NC2=C(N3)C=C(C(=C2)F)F)=O)=O)C1 (2R)-6-chloro-N-(3-{[(5,6-difluoro-1H-benzimidazol-2-yl)methyl]carbamoyl}bicyclo[1.1.1]pent-1-yl)-4-oxo-3,4-dihydro-2H-1-benzopyran-2-carboxamide